(S)-tert-butyl 2-(4-(N-tert-butylsulfamoyl)phenylcarbamoyl)pyrrolidine-1-carboxylate C(C)(C)(C)NS(=O)(=O)C1=CC=C(C=C1)NC(=O)[C@H]1N(CCC1)C(=O)OC(C)(C)C